cbz chloride C(=O)(OCC1=CC=CC=C1)Cl